2,4-Difluoro-N-(2-[(2-morpholin-4-ylethyl)carbamoyl]phenyl)benzamid FC1=C(C(=O)NC2=C(C=CC=C2)C(NCCN2CCOCC2)=O)C=CC(=C1)F